FC(=C1C(CN(CC1)C(=O)OC(C)(C)C)CC)F tert-Butyl 4-(difluoromethylene)-3-ethylpiperidine-1-carboxylate